[5-(difluoromethyl)-1,3,4-oxadiazol-2-yl]-6-fluoro-1-(2-fluoroethyl)-N-(1-methylcyclopropyl)-2-oxo-benzimidazole-5-sulfonamide FC(C1=NN=C(O1)C1=C(C(=CC=2N(C(NC21)=O)CCF)F)S(=O)(=O)NC2(CC2)C)F